(S)-5-((1-(3-Oxo-3-(4-(5-(trifluoromethyl)pyrazin-2-yl)piperazin-1-yl)propoxy)propan-2-yl)amino)-4-(trifluoromethyl)pyridazin O=C(CCOC[C@H](C)NC=1C(=CN=NC1)C(F)(F)F)N1CCN(CC1)C1=NC=C(N=C1)C(F)(F)F